(S)-tert-butyl 4-isopropyl-2-methyl-1-oxa-4,9-diazaspiro[5.5]undecane-9-carboxylate C(C)(C)N1C[C@@H](OC2(C1)CCN(CC2)C(=O)OC(C)(C)C)C